6-(4-amino-2,6-dichlorophenoxy)-2-benzyl-3,4-dihydro-isoquinolin-1(2H)-one NC1=CC(=C(OC=2C=C3CCN(C(C3=CC2)=O)CC2=CC=CC=C2)C(=C1)Cl)Cl